IC=1C=C(C=CC1)C=1N=CC2=C(N1)C(=NC(=C2)C)N 2-(3-iodophenyl)-6-methylpyrido[3,4-d]Pyrimidin-8-amine